BrC1=CC(=C(C=C1OC)CC(=O)O)F 2-(4-bromo-2-fluoro-5-methoxy-phenyl)acetic acid